1,4-dichloro-2,3,5-trimethylbenzene ClC1=C(C(=C(C(=C1)C)Cl)C)C